9-Dimethylamino-5-[4-(16-butyl-2,14-dioxo-3,15-dioxaeicosyl)phenylimino]benzo[a]phenoxazine CN(C=1C=C2OC3=CC(C4=C(C3=NC2=CC1)C=CC=C4)=NC4=CC=C(C=C4)CC(OCCCCCCCCCCC(OC(CCCC)CCCC)=O)=O)C